Sodium rel-(3S,5R,E)-7-(3-(4-fluorophenyl)-1-propyl-1H-indol-2-yl)-3,5-dihydroxyhept-6-enoate FC1=CC=C(C=C1)C1=C(N(C2=CC=CC=C12)CCC)/C=C/[C@@H](C[C@@H](CC(=O)[O-])O)O.[Na+] |o1:21,23|